8-(4-chloro-2-fluorophenyl)-6-(2,2-difluoro-6-(1-methyl-1H-pyrazol-4-yl)morpholino)-2,3-dimethylpyrimido[5,4-d]pyrimidin-4(3H)-one ClC1=CC(=C(C=C1)C1=NC(=NC2=C1N=C(N(C2=O)C)C)N2CC(OC(C2)C=2C=NN(C2)C)(F)F)F